O1CCN(CC1)C[Si](C1=CC=C(C=C1)C(=C)C1=CC=CC=C1)(OCC)OCC 1-[4-(morpholinomethyldiethoxysilyl)phenyl]-1-phenylethylene